Br[C@@H]1[C@H](OC(C)=O)[C@@H](OC(C)=O)[C@H](OC(C)=O)[C@H](O1)C(=O)OC methyl 1-bromo-1-deoxy-2,3,4-tri-O-acetyl-α-D-glucuronate